Cl.N1CC(C1)N1CCCC1 (azetidin-3-yl)pyrrolidine hydrochloride